ClC1=C(C(=NC=C1)F)C=1C=C2CN(CC2=CC1)C(CN1N=C(N=C1)C#N)=O 1-(2-(5-(4-chloro-2-fluoropyridin-3-yl)isoindolin-2-yl)-2-oxoethyl)-1H-1,2,4-triazole-3-carbonitrile